[Cl-].BrC1=CC=C(C=C1)C=1N(C=[N+]2C1C=1N(C3=CC=CC=C3C1C=C2)C)C2=CC=C(C=C2)F 1-(4-Bromophenyl)-2-(4-fluorophenyl)-11-methyl-2,11-dihydroimidazo[1',5':1,2]pyrido[3,4-b]indol-4-ium chloride